6-((1H-pyrazol-3-yl)methyl)-4-methyl-2-(1H-pyrazole-3-carbonyl)-4,6-dihydro-5H-thiazolo[5',4':4,5]pyrrolo[2,3-d]pyridazin-5-one N1N=C(C=C1)CN1N=CC2=C(C1=O)N(C1=C2SC(=N1)C(=O)C1=NNC=C1)C